COC1=CC(=NC=C1)C=1N=C(C2=C(N1)CCC2)N([C@H]2C(N(CC2)C2=CC=CC=C2)=O)C (3R)-3-{[2-(4-methoxypyridin-2-yl)-5H,6H,7H-cyclopenta[d]pyrimidin-4-yl](methyl)amino}-1-phenylpyrrolidin-2-one